The molecule is a hydroxydocosahexaenoic acid that is (4Z,9E,11E,13Z,15E,19Z)-docosa-4,9,11,13,15,19-hexaenoic acid carrying an epoxy group at position 7S and a hydroxy group at position 17R. It is a metabolite of docosahexaenoic acid, and serves as a precursor to D-resolvins. It has a role as a metabolite. It is a hydroxydocosahexaenoic acid and an epoxy fatty acid. CC/C=C\\C[C@H](/C=C/C=C\\C=C\\C=C\\[C@H]1[C@@H](O1)C/C=C\\CCC(=O)O)O